(3E)-3-(dimethylaminomethylene)-4-oxo-piperidine-1-carboxylic acid tert-butyl ester C(C)(C)(C)OC(=O)N1C\C(\C(CC1)=O)=C/N(C)C